C[S+](C1=CC=C(C=C1)C#N)(C)=O dimethyl-(p-cyanophenyl)sulfonium oxide